CC1=C(N=C(O1)C1=CC=CC=C1)CCOC1=CC=C(C=C1)CC1C(NC(S1)=O)=O 5-{[4-(3-(5-methyl-2-phenyl-4-oxazolyl)-1-oxapropyl)-phenyl]-methyl}-thiazolidine-2,4-dione